N-(4-((5-chloro-6-(cyclopropylamino)pyrimidin-4-yl)oxy)-3-fluorophenyl)-1-phenyl-5-(trifluoromethyl)-1H-pyrazole-4-Carboxamide ClC=1C(=NC=NC1NC1CC1)OC1=C(C=C(C=C1)NC(=O)C=1C=NN(C1C(F)(F)F)C1=CC=CC=C1)F